C(C)(=O)O[C@@H]1[C@]2(C)[C@@H](C=C1)[C@@H]1CCC=3C=C(C=CC3[C@H]1CC2)OCC2=CC=CC=C2 (17beta)-3-(phenylmethoxy)-estra-1,3,5(10),15-tetraen-17-ol acetate